N-((4r,5s,7r,8r,9s,10r)-8,10-dihydroxy-7-(hydroxymethyl)-9-(4-(3,4,5-trifluorophenyl)-1H-1,2,3-triazol-1-yl)-1,6-dioxaspiro[4.5]dec-4-yl)-3-fluoroquinoline-5-carboxamide O[C@H]1[C@H](O[C@@]2([C@@H](CCO2)NC(=O)C=2C=3C=C(C=NC3C=CC2)F)[C@@H]([C@H]1N1N=NC(=C1)C1=CC(=C(C(=C1)F)F)F)O)CO